FC1=CC=CC2=C1SC(=C2)C(=O)O 7-fluorobenzo[b]thiophene-2-carboxylic acid